Methyl 4-(3-((benzyloxy) methyl)-4-ethyl-5-oxo-4,5-dihydro-1H-1,2,4-triazol-1-yl)-2-bromo-5-fluorobenzoate C(C1=CC=CC=C1)OCC1=NN(C(N1CC)=O)C1=CC(=C(C(=O)OC)C=C1F)Br